C(C)(C)(C)OC(=O)N1CC(CCC1)C1=CC2=C(N=CN=C2Cl)N(C1=O)C 3-(4-chloro-8-methyl-7-oxo-7,8-dihydropyrido[2,3-d]pyrimidin-6-yl)piperidine-1-carboxylic acid tert-butyl Ester